C(#N)C[C@@H]1[C@H](CN(C1)C(=O)[C@@]1(CN(C[C@H]1C1=CC=C(C=C1)OC)C1CCCC1)F)C1=C(C=C(C=C1)C(F)(F)F)N1CCC(CC1)C(=O)O 1-{2-[(3S,4R)-4-(cyanomethyl)-1-{[(3R,4R)-1-cyclopentyl-3-fluoro-4-(4-methoxyphenyl)pyrrolidin-3-yl]carbonyl}pyrrolidin-3-yl]-5-(trifluoromethyl)phenyl}piperidine-4-carboxylic acid